4-methoxy-2,4-dimethyl-valeronitrile COC(CC(C#N)C)(C)C